C1(=CC=CC=C1)C=1C=C(C2=CC=CC=C2C1)C1=CC(=CC2=CC=CC=C12)C1=CC=CC=C1 (S,S)-3,3'-Diphenyl-[1,1'-Binaphthalene]